6-[1-(Azetidin-3-yl)-5-methylpyrazol-4-yl]-4-[(1R)-1-(pyridin-2-yl)ethoxy]pyrazolo[1,5-a]pyridine-3-carbonitrile N1CC(C1)N1N=CC(=C1C)C=1C=C(C=2N(C1)N=CC2C#N)O[C@H](C)C2=NC=CC=C2